(R)-1-(1-(4-(2-(1-cyanocyclopropyl)pyridin-3-yl)phenyl)-2-hydroxyethyl)-3-(2-ethynyl-thiazol-4-yl)urea C(#N)C1(CC1)C1=NC=CC=C1C1=CC=C(C=C1)[C@H](CO)NC(=O)NC=1N=C(SC1)C#C